O.N1C=NC2=C1C=CC(=C2)C=2N=C(NC2C2=NC=CC=C2)C2=CC=C(C(=O)N)C=C2 4-[4-(1,3-benzodiazol-5-yl)-5-(2-pyridyl)-1H-imidazole-2-yl]-benzamide hydrate